ClC=1C=CC=C2C(C=C(OC12)C1=C(OCCNCCC(=O)O)C=C(C=C1)C(F)(F)F)=O 3-[2-[2-(8-chloro-4-oxo-chromen-2-yl)-5-(trifluoromethyl)phenoxy]ethylamino]propionic acid